1-(3-bromophenyl)-1H-benzo[d]Imidazole BrC=1C=C(C=CC1)N1C=NC2=C1C=CC=C2